ClC1=NC=C(C=N1)Br 2-chloro-5-bromopyrimidine